(2-amino-[1,2,4]triazolo[1,5-a]pyridin-7-yl)-N-(2,2-difluoro-3-(4-fluorophenyl)-3-hydroxypropyl)-3-fluoro-2-methylbenzamide NC1=NN2C(C=C(C=C2)C2=C(C(=C(C(=O)NCC(C(O)C3=CC=C(C=C3)F)(F)F)C=C2)C)F)=N1